BrC1=C(C(=O)OC)C=C(C=C1)NC1=NC=C(C(=N1)OC1CCCC1)C methyl 2-bromo-5-((4-(cyclopentyloxy)-5-methylpyrimidin-2-yl)amino)benzoate